5-{2-[5-chloro-2-(5-methoxyquinoline-8-sulfonamido)phenyl]ethynyl}-3-(methyl-amino)pyridine-2-carboxylic acid ClC=1C=CC(=C(C1)C#CC=1C=C(C(=NC1)C(=O)O)NC)NS(=O)(=O)C=1C=CC(=C2C=CC=NC12)OC